N-(3-methyl-1-(5-methyl-6-(trifluoromethyl)pyridin-3-yl)-1H-pyrazolo[3,4-b]pyridin-5-yl)acrylamide CC1=NN(C2=NC=C(C=C21)NC(C=C)=O)C=2C=NC(=C(C2)C)C(F)(F)F